N-(2-((1r,4r)-4-(Hydroxymethyl)cyclohexyl)-6-(2-hydroxypropan-2-yl)-2H-indazol-5-yl)-5-(trifluoromethyl)picolinamide OCC1CCC(CC1)N1N=C2C=C(C(=CC2=C1)NC(C1=NC=C(C=C1)C(F)(F)F)=O)C(C)(C)O